ClC=1C=C(C=C(C1)C(F)(F)F)NC(C1=C(C(=CC=C1)C#CC1=CN=C2N1N=C(C=C2)Cl)C)=O N-(3-chloro-5-(trifluoromethyl)phenyl)-3-((6-chloroimidazo[1,2-b]pyridazin-3-yl)ethynyl)-2-methylbenzamide